ClC=1C=NC(=NC1)OC1=C2C(=NC(=NC2=CC(=C1)C)C)CCCC(F)(F)F 5-(5-chloropyrimidin-2-yl)oxy-2,7-dimethyl-4-(4,4,4-trifluorobutyl)quinazoline